benzyl 4-(3-methyl-1H-pyrazol-4-yl)cyclohex-3-enecarboxylate CC1=NNC=C1C1=CCC(CC1)C(=O)OCC1=CC=CC=C1